N1=CC=C(C=C1)C1=CC=C(C=C1)C(C)C 2-(4-(pyridin-4-yl)phenyl)propan